6-(2-(pyrrolidin-1-yl)ethoxy)benzo[b]thiophene-2-carboxylic acid ethyl ester C(C)OC(=O)C1=CC2=C(S1)C=C(C=C2)OCCN2CCCC2